CC1(CN(C2=CC(=CC=C12)N1C(N(C(C1=O)(C)C)CC1=C2C(=NC=C1)NC(C2)=O)=O)S(=O)(=O)C)C 3-(3,3-dimethyl-1-(methylsulfonyl)indolin-6-yl)-5,5-dimethyl-1-((2-oxo-2,3-dihydro-1H-pyrrolo[2,3-b]pyridin-4-yl)methyl)imidazolidine-2,4-dione